CC1=NN2C(C=C(C(=C2)C)NC(=O)N2CCC=3C2=NC=CC3N3C[C@H](N([C@H](C3)C)C(=O)OC(C)(C)C)C)=C1 tert-butyl (2R,6S)-4-(1-((2,6-dimethylpyrazolo[1,5-a]pyridin-5-yl)carbamoyl)-2,3-dihydro-1H-pyrrolo[2,3-b]pyridin-4-yl)-2,6-dimethylpiperazine-1-carboxylate